(R)-(2-acetamido-2-(4-methyl-1-oxo-1,3-dihydroisobenzofuran-5-yl)ethyl)carbamic acid tert-butyl ester C(C)(C)(C)OC(NC[C@@H](C=1C(=C2COC(C2=CC1)=O)C)NC(C)=O)=O